1-chloropyrido[3,4-d]pyridazine ClC1=C2C(=CN=N1)C=NC=C2